4-[2-(4-chloro-3-fluorophenoxy)acetylamino]-2-hydroxybicyclo[2.2.2]octane-1-carboxylic acid ethyl ester C(C)OC(=O)C12C(CC(CC1)(CC2)NC(COC2=CC(=C(C=C2)Cl)F)=O)O